FC=1C=C(C=C(C1)F)[C@@H]1N(OCC1)C1=CC(=NC=N1)NC=1C(=CC(=C(C1)NC(C=C)=O)N1CCC(CC1)N1CC(C1)N(C)C)OC N-(5-((6-((R)-3-(3,5-difluorophenyl)-isoxazolidine-2-yl)pyrimidine-4-yl)amino)-2-(4-(3-(dimethylamino)azetidine-1-yl)piperidine-1-yl)-4-methoxyphenyl)acrylamide